CN1N=C(N=C1)NC1CCC(CC1)OC1=C2C=CC=NC2=CC(=N1)N1CCOCC1 1-methyl-N-((1s,4s)-4-((7-morpholino-1,6-naphthyridin-5-yl)oxy)cyclohexyl)-1H-1,2,4-triazol-3-amine